C(C)OC=1C=C(C(=O)N2[C@@H](C[C@H](C2)O)C(=O)NCC2=CN=C(S2)C)C=CC1 (2S,4R)-1-(3-ethoxybenzoyl)-4-hydroxy-N-((2-methylthiazol-5-yl)methyl)pyrrolidine-2-carboxamide